tert-butyl N-[2-(2,4-dichloro-6-[2-hydroxyethyl-[2-(1H-indol-3-yl)ethyl]amino]pyrimidin-5-yl)oxyethyl]carbamate ClC1=NC(=C(C(=N1)Cl)OCCNC(OC(C)(C)C)=O)N(CCC1=CNC2=CC=CC=C12)CCO